D-2-(5'-azidopentyl)alanine N(=[N+]=[N-])CCCCC[C@](N)(C)C(=O)O